tert-butyl (3-(4,4,5,5-tetramethyl-1,3,2-dioxaborolan-2-yl)phenyl)carbamate CC1(OB(OC1(C)C)C=1C=C(C=CC1)NC(OC(C)(C)C)=O)C